BrC1=CC=CC=2NC([C@@H](N(CC21)C(=O)N)[C@@H](C)CC)=O (S)-6-bromo-3-((S)-sec-butyl)-2-oxo-1,2,3,5-tetrahydro-4H-benzo[e][1,4]diazepine-4-carboxamide